2,3-difluoro-4-methylbenzenesulfonyl chloride FC1=C(C=CC(=C1F)C)S(=O)(=O)Cl